8-(chloromethyl)-7-chloro-3-methylquinoline ClCC=1C(=CC=C2C=C(C=NC12)C)Cl